2-(2-chloro-6-nitrophenyl)-2,2-difluoroacetic acid ethyl ester C(C)OC(C(F)(F)C1=C(C=CC=C1[N+](=O)[O-])Cl)=O